5-bromo-N-cyclopropyl-3-fluoropicolinamide BrC=1C=C(C(=NC1)C(=O)NC1CC1)F